dinonylnaphthalenedisulfonate C(CCCCCCCC)OS(=O)(=O)C=1C(=CC=C2C=CC=CC12)S(=O)(=O)OCCCCCCCCC